6-(2-methoxyethyl)-5H-[1,3]dioxolo[4',5':5,6]indeno[1,2-c]isoquinoline-5,12(6H)-dione COCCN1C(C2=CC=CC=C2C2=C1C=1C=C3C(=CC1C2=O)OCO3)=O